allyl-boric acid methyliminodiacetate CN(CC(=O)O)CC(=O)O.C(C=C)OB(O)O